(S)-3-amino-4-(5-(2-fluoro-4-(2-(pyrimidin-2-yl)ethoxy)phenyl)-2H-tetrazol-2-yl)butanoic acid hydrochloride Cl.N[C@@H](CC(=O)O)CN1N=C(N=N1)C1=C(C=C(C=C1)OCCC1=NC=CC=N1)F